1-(3-{[(1H-indol-6-yl)methyl]amino}pyrido[2,3-b]pyrazin-6-yl)azetidin-3-ol N1C=CC2=CC=C(C=C12)CNC1=CN=C2C(=N1)N=C(C=C2)N2CC(C2)O